1-cyclobutyl-5-methoxy-1H-indole-6-carboxylic acid methyl ester COC(=O)C1=C(C=C2C=CN(C2=C1)C1CCC1)OC